tert-butyl (3-(2-bromo-5-chloro-4-fluorobenzamido)-6-methoxypyridin-2-yl)(3-(5-fluoro-2-(2,2,2-trifluoroacetamido)phenyl)propyl)carbamate BrC1=C(C(=O)NC=2C(=NC(=CC2)OC)N(C(OC(C)(C)C)=O)CCCC2=C(C=CC(=C2)F)NC(C(F)(F)F)=O)C=C(C(=C1)F)Cl